OCC1=CC(=C(C=C1)CCCO)OC 3-(4-hydroxymethyl-2-methoxy-phenyl)-propan-1-ol